bithiophene-5,5'-dicarboxaldehyde S1C(=CC=C1C=O)C=1SC(=CC1)C=O